4-[4-[1-[4-[4-[3-(dimethylcarbamoyl)-4-hydroxynaphthalen-1-yl]phenyl]-2-fluorophenyl]ethyl]piperazin-1-yl]benzoic acid tert-butyl ester C(C)(C)(C)OC(C1=CC=C(C=C1)N1CCN(CC1)C(C)C1=C(C=C(C=C1)C1=CC=C(C=C1)C1=CC(=C(C2=CC=CC=C12)O)C(N(C)C)=O)F)=O